OCC1=CC=C(C=C1)NC(CCCCCNC(C1=CC=CC=C1)(C1=CC=CC=C1)C1=CC=C(C=C1)OC)=O N-(4-(hydroxymethyl)phenyl)-6-(((4-methoxyphenyl)diphenylmethyl)amino)hexanamide